ClC1=C(C=CC(=C1)CNCCCNCCNC1=NC2=C(C3=CN=CC=C13)C=CC(=C2)C(=O)O)C2=CC=CC=C2 5-((2-((3-(((2-Chloro-[1,1'-biphenyl]-4-yl)methyl)amino)propyl)amino)ethyl)amino)benzo[c][2,6]naphthyridine-8-carboxylic acid